2-(4-iodo-2-(6-azaspiro[2.5]oct-6-yl)phenyl)-5-(6-methyl-2-(5-azaspiro[2.4]heptan-5-yl)pyrimidin-4-yl)-1,3,4-oxadiazole IC1=CC(=C(C=C1)C=1OC(=NN1)C1=NC(=NC(=C1)C)N1CC2(CC2)CC1)N1CCC2(CC2)CC1